FC1(C(NC2=C(O1)C=C(C(=C2)OC)N2N=C(C=1C=NC(=CC12)C=1C=NN2C1N=CC=C2)C)=O)F 2,2-difluoro-6-methoxy-7-(3-methyl-6-(pyrazolo[1,5-a]pyrimidin-3-yl)-1H-pyrazolo[4,3-c]pyridin-1-yl)-2H-benzo[b][1,4]oxazin-3(4H)-one